4-(1-methyl-1H-1,2,4-triazol-5-yl)aniline Methyl-1-[(3S)-1-methylpyrrolidin-3-yl]-6-oxo-pyridine-3-carboxylate COC(=O)C1=CN(C(C=C1)=O)[C@@H]1CN(CC1)C.CN1N=CN=C1C1=CC=C(N)C=C1